tert-butyl (6-((2-oxo-2,3-dihydro-1H-benzo[d]imidazol-1-yl)methyl)-2,3-dihydro-1H-inden-1-yl)carbamate O=C1NC2=C(N1CC1=CC=C3CCC(C3=C1)NC(OC(C)(C)C)=O)C=CC=C2